methyl 5-(7-(difluoromethyl)-1-(7-isopropyl-3-(methylcarbamoyl)-1H-indol-5-yl)-1,2,3,4-tetrahydroquinolin-6-yl)picolinate FC(C1=C(C=C2CCCN(C2=C1)C=1C=C2C(=CNC2=C(C1)C(C)C)C(NC)=O)C=1C=CC(=NC1)C(=O)OC)F